FC=1C(=C(C=O)C=C(C1)\C=C\C=1C=C2C=CC=NC2=CC1)O (E)-3-fluoro-2-hydroxy-5-(2-(quinolin-6-yl)vinyl)benzaldehyde